(E)-4-((4-(1-((2R,4S,5R)-4-hydroxy-5-(hydroxymethyl)tetrahydrofuran-2-yl)-2,4-dioxo-1,2,3,4-tetrahydropyrimidin-5-yl)but-3-yn-1-yl)amino)-4-oxobut-2-enoic acid O[C@H]1C[C@@H](O[C@@H]1CO)N1C(NC(C(=C1)C#CCCNC(/C=C/C(=O)O)=O)=O)=O